5-methoxy-3,3-dimethylpyrrolidin-2-one COC1CC(C(N1)=O)(C)C